tert-butyl (3-((3-(((2,4-diaminopteridin-6-yl)methyl)(methyl)amino)benzyl)amino)-3-oxopropyl)carbamate NC1=NC2=NC=C(N=C2C(=N1)N)CN(C=1C=C(CNC(CCNC(OC(C)(C)C)=O)=O)C=CC1)C